NC1(C(C=CC=C1)OCCOC1C(C=CC=C1)(N)N)N ethylene glycol bis-(2,2'-diaminophenyl) ether